CC1=CC=C(C=N1)[C@@H]1[C@H](C1)CC=O 2-[(1R,2S)-2-(6-methylpyridin-3-yl)cyclopropyl]ethanone